CC1=CC=C(C=C1)S(=O)(=O)OCCCOCCCOCC1=CC=CC=C1 3-(3-benzyl oxypropoxy)propyl 4-methylbenzenesulfonate